tert-Butyl (S)-(1-(4-chlorobenzyl)pyrrolidin-3-yl)carbamate ClC1=CC=C(CN2C[C@H](CC2)NC(OC(C)(C)C)=O)C=C1